6-methyl-5-(2-methyl-5,6,7,8-tetrahydro-1,6-naphthyridine-6-carbonyl)-N-(1-methylcyclopropyl)furo[2,3-d]pyrimidin-4-amine CC1=C(C2=C(N=CN=C2NC2(CC2)C)O1)C(=O)N1CC=2C=CC(=NC2CC1)C